phosphonic acid 1,2-ethanediyl ester C1COP(O1)=O